2-butyl-1-(4-((pentadecylamino)methyl)benzyl)-1H-imidazo[4,5-c]quinolin-4-amine C(CCC)C=1N(C2=C(C(=NC=3C=CC=CC23)N)N1)CC1=CC=C(C=C1)CNCCCCCCCCCCCCCCC